(ethyl)-acrylamide C(C)C(C(=O)N)=C